N,N-bis(2-hydroxyethyl)-2-(ethoxycarbonyl)ethylamine OCCN(CCO)CCC(=O)OCC